C(C)N1C=NC=C1CN1C(=NC2=C1C=C(C=C2OC)C(=O)OC)CO methyl 1-((1-ethyl-1H-imidazol-5-yl)methyl)-2-(hydroxymethyl)-4-methoxy-1H-benzo[d]imidazole-6-carboxylate